6'-acetyl-4-(3-chloroanilino)-2'-[(2R)-3-hydroxy-2-methylpropyl]-2',3'-dihydrospiro[cyclohexane-1,1'-indene]-4-carboxylic acid methyl ester COC(=O)C1(CCC2(C(CC3=CC=C(C=C23)C(C)=O)C[C@H](CO)C)CC1)NC1=CC(=CC=C1)Cl